C1(CCCCC1)C1=CC=C(C=C1)C(\C=C\C1=CC=C(C=C1)O)=O (E)-1-(4-Cyclohexylphenyl)-3-(4-hydroxyphenyl)prop-2-en-1-one